2-methylpropanoic acid [(2R,3R,4R)-5-(2,4-dioxopyrimidin-1-yl)-3,4-bis(2-methylpropionyloxy) tetrahydrofuran-2-yl]Methyl ester O=C1N(C=CC(N1)=O)C1[C@@H]([C@@H]([C@H](O1)COC(C(C)C)=O)OC(C(C)C)=O)OC(C(C)C)=O